N[C@@H]1CN(CC[C@H]1F)C1=NC2=C(N1CC1=CC=C(C=N1)C#N)C=C(C(=C2)OC(F)(F)F)Cl 6-((2-((3R,4R)-3-amino-4-fluoro-1-piperidinyl)-6-chloro-5-(trifluoromethoxy)-1H-benzimidazol-1-yl)methyl)-3-pyridinecarbonitrile